6-chloropyridazin-3(2H)-one ClC=1C=CC(NN1)=O